C(CCC(=O)O)(=O)O.C(C)(C)(C)OC(=O)N(CCC(=O)O)C N-tert-Butoxycarbonyl-N-methyl-beta-alanine succinate